CNC(=O)C1=CC2=C(NC(=N2)C=2SC=CN2)C=C1 N-methyl-2-(thiazol-2-yl)-1H-benzo[d]Imidazole-5-carboxamide